(R)-methyl-4-(1-(3-(difluoromethyl)-2-fluorophenyl) ethylamino)-2-methyl-7-oxo-7,8-dihydropyrido[2,3-d]pyrimidine-6-carboxylate COC(=O)C1=CC2=C(N=C(N=C2N[C@H](C)C2=C(C(=CC=C2)C(F)F)F)C)NC1=O